p-(chloromethyl)phenyltrimethoxysilane CO[Si](C1=CC=C(C=C1)CCl)(OC)OC